4-[6-(4-Chloro-naphthalen-1-yl)-4-cyano-3-hydroxy-pyridin-2-yl]-4-oxo-butyric acid ClC1=CC=C(C2=CC=CC=C12)C1=CC(=C(C(=N1)C(CCC(=O)O)=O)O)C#N